2-(4-((dimethylamino)methyl)-2-oxopyridin-1(2H)-yl)-4-methylpentanoic acid Ethyl-2-(4-((dimethylamino)methyl)-2-oxopyridin-1(2H)-yl)-4-methylpentanoate C(C)OC(C(CC(C)C)N1C(C=C(C=C1)CN(C)C)=O)=O.CN(C)CC1=CC(N(C=C1)C(C(=O)O)CC(C)C)=O